N-(3-chlorophenyl)-N-((4-(5-(1,1-difluoroethyl)-1,2,4-oxadiazol-3-yl)bicyclo[2.2.2]octan-1-yl)methyl)-3-hydroxy-3-(trifluoromethyl)cyclobutane-1-carboxamide ClC=1C=C(C=CC1)N(C(=O)C1CC(C1)(C(F)(F)F)O)CC12CCC(CC1)(CC2)C2=NOC(=N2)C(C)(F)F